Cis-racemic-2-{[1-acryloyl-6-methylpiperidin-3-yl]amino}-N-[(2S)-1-methoxypropan-2-yl]-5H-pyrrolo[2,3-b]pyrazine-7-carboxamide C(C=C)(=O)N1C[C@H](CC[C@H]1C)NC=1N=C2C(=NC1)NC=C2C(=O)N[C@H](COC)C |r|